CC=1C(=CSC1)C=1SC(=CC1)[C@H](CC(=O)[O-])NC(=O)NC=1C(N(C=CC1[O-])C)=O.[Na+].[Na+] Natrium (S)-3-(4'-Methyl-2,3'-bithiophen-5-yl)-3-(3-(1-methyl-4-oxido-2-oxo-1,2-dihydropyridin-3-yl)ureido)propanoat